CCCCCCCCCCCCCC/C=C\OC[C@H](COP(=O)(O)OC[C@H](CO)O)OC(=O)CCCCCCCCC/C=C\CCCCCCCC 1-(1Z-hexadecenyl)-2-(11Z-eicosenoyl)-glycero-3-phospho-(1'-sn-glycerol)